CC=1N=C(NC(C1C)=O)N1N=C(C=C1C1=C(C(=O)N)C=CC=C1OC)C (1-(4,5-dimethyl-6-oxo-1,6-dihydropyrimidin-2-yl)-3-methyl-1H-pyrazol-5-yl)-3-methoxybenzamide